((8-chloro-3-(methoxymethoxy)naphthalen-1-yl)ethynyl)triisopropylsilane ClC=1C=CC=C2C=C(C=C(C12)C#C[Si](C(C)C)(C(C)C)C(C)C)OCOC